(S)-7-((3-amino-5-methyl-2-oxopyrazin-1(2H)-yl)methyl)-4-(cyclopropylethynyl)-4-(trifluoromethyl)-3,4-dihydroquinazolin-2(1H)-one NC=1C(N(C=C(N1)C)CC1=CC=C2[C@](NC(NC2=C1)=O)(C(F)(F)F)C#CC1CC1)=O